O=C1NCC[C@H]1C[C@@H](C#CC1=CC=CC=C1)NC(OC(C)(C)C)=O tert-Butyl ((S)-1-((S)-2-oxopyrrolidin-3-yl)-4-phenylbut-3-yn-2-yl)carbamate